FC1=C(C=C(C=C1)F)C1=CC(=CC=C1)C[C@@H]1N(CC([C@@H]1NS(=O)(=O)C)(F)F)C(C(C)C)=O N-[(2S,3R)-2-[(2',5'-difluoro[1,1'-biphenyl]-3-yl)methyl]-4,4-difluoro-1-(2-methylpropanoyl)pyrrolidin-3-yl]methanesulfonamide